[Si](C)(C)(C(C)(C)C)OC=1C=C(C=CC1)B(O)O 3-(T-BUTYLDIMETHYLSILYLOXY)PHENYLBORONIC ACID